BrC1=CC2=C(N=C(N=C2)NC2=CC(=C(C=C2)N2CCN(CC2)C(=O)OC(C)(C)C)F)N2C1=NCC2 tert-butyl 4-(4-((6-bromo-8,9-dihydroimidazo[1',2':1,6]pyrido[2,3-d]pyrimidin-2-yl)amino)-2-fluorophenyl)piperazine-1-carboxylate